3-(5-(difluoromethyl)-1,3,4-thiadiazol-2-yl)-N-(1-fluoromethylcyclopropyl)-8-(4-isobutyrylpiperazin-1-yl)imidazo[1,5-a]pyridine-6-sulphonamide FC(C1=NN=C(S1)C1=NC=C2N1C=C(C=C2N2CCN(CC2)C(C(C)C)=O)S(=O)(=O)NC2(CC2)CF)F